COCC1(C=CC2=CC=CC=C12)COC 1,1-bis(methoxymethyl)indene